Cl.C(C)S(=O)(=O)C1=CC=C(C=C1)CN (4-(ethylsulfonyl)phenyl)methylamine hydrochloride